1-(2-Ethynylthiazol-4-yl)-3-(4-(4-hydroxy-2-(2-hydroxyethoxy)quinazolin-5-yl)-benzyl)urea C(#C)C=1SC=C(N1)NC(=O)NCC1=CC=C(C=C1)C1=C2C(=NC(=NC2=CC=C1)OCCO)O